beta-propanesultone C1C(C)OS1(=O)=O